C(C=C)(=O)N1[C@@H]2CN([C@@H]2CC1)C1=C(C(=NC2=C(C(=CC=C12)C1=CC=CC=2CCCCC12)F)OC[C@H]1N(CCC1)C)CC#N ((1R,5R)-2-acryloyl-2,6-diazabicyclo[3.2.0]hept-6-yl)-8-fluoro-2-((((S)-1-methylpyrrolidin-2-yl))methoxy)-7-(5,6,7,8-tetrahydronaphthalen-1-yl)quinoline-3-acetonitrile